(2Z)-6-hydroxy-2-[(5-methoxy-1-methyl-1H-indol-3-yl)methylene]-1-benzofuran-3(2H)-one OC1=CC2=C(C(/C(/O2)=C/C2=CN(C3=CC=C(C=C23)OC)C)=O)C=C1